OCCN(CCO)CCCCCCO[Si](OC(CCSSCCCCCCCCCCCC)OCCCCCCCC\C=C/C\C=C/CCCCC)(C)C 3-(2-hydroxyethyl)-11,11-dimethyl-13-(((9Z,12Z)-octadeca-9,12-dien-1-yl)oxy)-10,12-dioxa-16,17-dithia-3-aza-11-silanonacosan-1-ol